diphenylmethylenebis(cyclopentadienyl)titanium dichloride [Cl-].[Cl-].C1(=CC=CC=C1)C(C1=CC=CC=C1)=[Ti+2](C1C=CC=C1)C1C=CC=C1